C1(=CC=CC2=CC=CC=C12)C1=C2C=CC=CC2=C(C2=CC=CC=C12)C1=CC=CC=2OC3=C(C21)C=CC=C3 1-(10-(1-naphthyl)-anthracene-9-yl)-dibenzofuran